N-benzyl-2-(5-methoxy-1H-indol-3-yl)-N-methylethylamine C(C1=CC=CC=C1)N(C)CCC1=CNC2=CC=C(C=C12)OC